2-((2r,3r)-3-aminotetrahydro-2H-pyran-2-yl)-N-benzyl-3,5-dichlorothieno[3,2-b]pyridin-7-amine N[C@H]1[C@@H](OCCC1)C1=C(C2=NC(=CC(=C2S1)NCC1=CC=CC=C1)Cl)Cl